N1C=NC=C1C(=O)N 1H-IMIDAZOLE-5-CARBOXAMIDE